CN1C=NC=C1C(=O)NC=1C=NN2C1C=CC(=C2)C=2C=NN(C2)C 3-(1-methyl-1H-imidazole-5-carboxamido)-6-(1-methyl-1H-pyrazol-4-yl)pyrazolo[1,5-a]pyridine